Cl.Cl.C(C)(C)C1=C(NC2=CC=C(C=C12)C1CCN(CC1)CCNC)C1=C2C(=NC=C1)NN=C2 2-(4-(3-isopropyl-2-(1H-pyrazolo[3,4-b]pyridin-4-yl)-1H-indol-5-yl)piperidin-1-yl)-N-methylethylamine dihydrochloride